N1C=C(C2=CC=CC=C12)CCN 2-(1H-indol-3-yl)ethan-1-amine